3-(methacryloxymethyl)-2-phenyloxetane C(C(=C)C)(=O)OCC1C(OC1)C1=CC=CC=C1